3-(Dodecyloxy)-5-(octadecyloxy)benzyl 4-(4-methylpiperazin-1-yl)butanoate CN1CCN(CC1)CCCC(=O)OCC1=CC(=CC(=C1)OCCCCCCCCCCCCCCCCCC)OCCCCCCCCCCCC